N[C@@H](CC(=O)O)CCN (R)-3,5-DIAMINOPENTANOIC ACID